7-bromo-4-methylthiazolo[5,4-c]pyridin-2-amine BrC=1C2=C(C(=NC1)C)SC(=N2)N